OC(CC(=O)O)CCCC 3-hydroxyenanthic acid